C(C)N1C2=NCCCN2CCC1 7-ethyl-1,5,7-triazabicyclo[4.4.0]dec-5-ene